CN(C(C1=CC=C(C=C1)C1=C2C(=NC=C1)NN=C2C2=CC(=C(C(=C2)OC)OC)OC)=O)C N,N-dimethyl-4-[3-(3,4,5-trimethoxyphenyl)-1H-pyrazolo[3,4-b]pyridin-4-yl]benzamide